2-butyl-7-methyl-1-((tetrahydro-2H-pyran-4-yl)methyl)-1H-imidazolo[4,5-d]Thiopheno[3,2-b]pyridine C(CCC)C1=NC=2C(=C3C(=NC2)C=C(S3)C)N1CC1CCOCC1